BrC1=C(C=C(C(=C1)OC)OC)C1=CC(C(=CO1)C(=O)O)=O 6-(2-bromo-4,5-dimethoxyphenyl)-4-oxo-4H-pyran-3-carboxylic acid